1-(3-iodo-1-methyl-1H-pyrazol-4-yl)prop-2-yn-1-ol IC1=NN(C=C1C(C#C)O)C